ClC1=CC=C2CCOC3(CC(NC(C3)C=3C=NN(C3)CCS(=O)(=O)C)C)C2=C1O 7-chloro-2'-methyl-6'-(1-(2-(methylsulfonyl)ethyl)-1H-pyrazol-4-yl)spiro[isochromane-1,4'-piperidin]-8-ol